(1-octylnonyl)dithieno[3,2-b:2',3'-d]pyrrole-2-carbaldehyde C(CCCCCCC)C(CCCCCCCC)C1=C(SC=2C3=C(NC21)C=CS3)C=O